BrC=1C=C(C2=C(N(C(=N2)C(CCOC(C)=O)O)C(C)C)C1)F acetic acid 3-[6-bromo-4-fluoro-1-(propan-2-yl)-1H-benzoimidazol-2-yl]-3-hydroxypropyl ester